C1(CCCC1)N1CC=CC2=C1N=C(N=C2)S(=O)(=O)C 8-cyclopentyl-2-(methylsulfonyl)pyrido[2,3-d]Pyrimidine